tert-butyl N-[(1R,3S)-3-[2-(6-hydroxy-2,7-dimethyl-indazol-5-yl)-5-oxo-pyrido[4,3-d]pyrimidin-6-yl]cyclopentyl]carbamate OC=1C(=CC2=CN(N=C2C1C)C)C=1N=CC2=C(N1)C=CN(C2=O)[C@@H]2C[C@@H](CC2)NC(OC(C)(C)C)=O